C(=O)O.CC1=C(C=C(C=C1)C=1C(=NC=CC1C(F)(F)F)C(=O)N)C1=CC2=C(N=C(N=C2)NC2=NN(C=N2)C)N2C1=NCC2 (4-methyl-3-(2-((1-methyl-1H-1,2,4-triazol-3-yl)amino)-8,9-dihydroimidazo[1',2':1,6]pyrido[2,3-d]pyrimidin-6-yl)phenyl)-4-(trifluoromethyl)picolinamide formate